(2R,3S)-1-(dideutero(pentadeuterophenyl)methyl)-2-methylpyrrolidin-3-ol [2H]C(N1[C@@H]([C@H](CC1)O)C)(C1=C(C(=C(C(=C1[2H])[2H])[2H])[2H])[2H])[2H]